C(C1=CC=CC=C1)OC=1C(=C(N)C(=CC1)C=1NCCN1)OC 3-(benzyloxy)-6-(4,5-dihydro-1H-imidazol-2-yl)-2-methoxyaniline